COC(=O)C1=CC2=C(N=C(N2[C@@H]2COCC2(C)C)CC2=C(C=C(C(=C2)C)Br)Cl)C=C1.FC(CC(CC1=CC=CC=C1)NC(C)=O)(F)F 1,1,1-TRIFLUORO-3-ACETAMIDO-4-PHENYL-BUTAN Methyl-2-[(4-bromo-2-chloro-5-methyl-phenyl)methyl]-3-[(3S)-4,4-dimethyltetrahydrofuran-3-yl]benzimidazole-5-carboxylate